2-(4-(1-(4-fluorophenyl)-1H-pyrazol-4-yl)phenyl)acetic acid FC1=CC=C(C=C1)N1N=CC(=C1)C1=CC=C(C=C1)CC(=O)O